2-(3'-(3-(3-oxa-9-azaspiro[5.5]undecan-9-yl)propoxy)-2,2'-dimethyl-[1,1'-biphenyl]-3-yl)-6,7-dihydrothiazolo[4,5-c]pyridine-5(4H)-carboxylic acid tert-butyl ester C(C)(C)(C)OC(=O)N1CC2=C(CC1)SC(=N2)C=2C(=C(C=CC2)C2=C(C(=CC=C2)OCCCN2CCC1(CCOCC1)CC2)C)C